O[C@@H]1C[C@H](N(C1)C([C@H](C(C)(C)C)N1N=NC(=C1)C1=CC(=CC=C1)NC(C)C)=O)C(=O)NC (2S,4R)-4-hydroxy-1-[(2S)-2-[4-[3-(isopropylamino)phenyl]triazol-1-yl]-3,3-dimethyl-butanoyl]-N-methyl-pyrrolidine-2-carboxamide